butylene dioleate C(CCCCCCC\C=C/CCCCCCCC)(=O)OCCCCOC(CCCCCCC\C=C/CCCCCCCC)=O